Ethyl (R)-4-((5-(5-ethyl-1,2,4-oxadiazol-3-yl)-2,3-dihydro-1H-inden-1-yl)carbamoyl)picolinate C(C)C1=NC(=NO1)C=1C=C2CC[C@H](C2=CC1)NC(=O)C1=CC(=NC=C1)C(=O)OCC